(S)-5-cyclopropyl-2-(4-(3-(2-((6-oxo-5-(trifluoromethyl)-1,6-dihydropyridazin-4-yl)amino)propoxy)propanoyl)piperazin-1-yl)nicotinonitrile C1(CC1)C=1C=NC(=C(C#N)C1)N1CCN(CC1)C(CCOC[C@H](C)NC=1C=NNC(C1C(F)(F)F)=O)=O